2-[4-[2-[4-[1-(2-ethoxyethyl)benzimidazol-2-yl]piperidin-1-yl]ethyl]phenyl]-2-methylpropionic acid C(C)OCCN1C(=NC2=C1C=CC=C2)C2CCN(CC2)CCC2=CC=C(C=C2)C(C(=O)O)(C)C